BrC1=CC2=C(N=CN=C2N[C@H](C)C2=C(C(=CC=C2)C(F)(F)F)C)N(C1=O)C (R)-6-bromo-8-methyl-4-((1-(2-methyl-3-(trifluoromethyl)phenyl)-ethyl)amino)pyrido[2,3-d]pyrimidin-7(8H)-one